N-{[4-(benzenesulfonyl)phenyl]methyl}quinazoline-6-carboxamide C1(=CC=CC=C1)S(=O)(=O)C1=CC=C(C=C1)CNC(=O)C=1C=C2C=NC=NC2=CC1